C(CC)OC(=O)C1=CN(C(CC2=C1NC=1C=C(C=CC21)F)C)C(C2=CC=C(C=C2)F)=O 3-(4-fluorobenzoyl)-2-methyl-8-fluoro-1,2,3,6-tetrahydroazepino[4,5-b]indole-5-carboxylic acid n-propyl ester